N-(2-dimethylamino-ethyl)-3-[3-(2-thienyl)imidazo[1,2-b]pyridazin-6-yl]benzamide CN(CCNC(C1=CC(=CC=C1)C=1C=CC=2N(N1)C(=CN2)C=2SC=CC2)=O)C